FC1=CC=C(C=C1)C1CCC2=CCCN12 3-(4-fluorophenyl)tetrahydro-1H-pyrrolizine